C1(CC1)C(C(C(=O)NC1=CC=C(C=C1)C=1C(=NNC1C)C)C1=NN=C(N1)C=1C=NN(C1)C(C)C)C1CC1 3,3-dicyclopropyl-N-[4-(3,5-dimethyl-1H-pyrazol-4-yl)phenyl]-2-[5-(1-isopropylpyrazol-4-yl)-4H-1,2,4-triazol-3-yl]propanamide